4-chloro-3-(dimethoxymethyl)-1H-pyrazolo[4,3-c]Pyridine ClC1=NC=CC2=C1C(=NN2)C(OC)OC